ClC1=C(C=C(C=C1)B1OC(C(O1)(C)C)(C)C)OCC(C)(C)C 2-(4-chloro-3-(neopentyloxy)phenyl)-4,4,5,5-tetramethyl-1,3,2-dioxaborolane